FC1=C(C(=O)N(C2=NC=CC3=CC=CC(=C23)C)[C@H]2CN(CCC2)C(=O)OC(C)(C)C)C=CC(=C1)NC1=NC=CC=C1[N+](=O)[O-] tert-butyl (R)-3-(2-fluoro-N-(8-methylisoquinolin-1-yl)-4-((3-nitropyridin-2-yl)amino)benzamido)piperidine-1-carboxylate